N1C(=NC2=C1C=CC=C2)CNC(=O)C=2C=C1C(=NC2)NC(=C1C1=CC(=C(C=C1)C)NC(C=C)=O)C1=CC=C(C=C1)N1CCN(CC1)C N-((1H-benzo[d]imidazol-2-yl)methyl)-3-(3-acrylamido-4-methylphenyl)-2-(4-(4-methylpiperazin-1-yl)phenyl)-1H-pyrrolo[2,3-b]pyridine-5-carboxamide